FC1(C(N(C2=CC=CC=C12)C)=O)CC1=CC=C(C=C1)C 3-fluoro-1-methyl-3-(4-methylbenzyl)indOlin-2-one